1-oxoisoindol O=C1N=CC2=CC=CC=C12